2-{3-[(3S)-3-(propan-2-yl)piperazin-1-yl]-1,2,4-triazin-6-yl}-5-(1,2,4-thiadiazol-3-yl)phenol CC(C)[C@H]1CN(CCN1)C=1N=NC(=CN1)C1=C(C=C(C=C1)C1=NSC=N1)O